C(C)(C)(C)N1N=C2C(=C1)C=C(S2)[C@@H]2N(C[C@H](CC2)C)C(C(=O)NC=2C=C(C(=NC2)NC(OC(C)(C)C)=O)CC)=O tert-butyl N-[5-[[2-[(2R,5S)-2-(2-tert-butylthieno[2,3-c]pyrazol-5-yl)-5-methyl-1-piperidyl]-2-oxo-acetyl]amino]-3-ethyl-2-pyridyl]carbamate